COC(C1=CN=C(C=C1C)C1=CC(=CC=C1)Cl)=O.CSC1=CC=C(C=C1)C(=C)C(F)(F)F methyl-(4-(3,3,3-trifluoroprop-1-en-2-yl)phenyl)sulfane methyl-6-(3-chlorophenyl)-4-methylnicotinate